C1(CCC1)N1C(=NC2=C1C=C(C(=C2)F)C=2N=NNN2)C=2N(C(C(=C(N2)C(=O)O)OC)=O)C 2-[1-cyclobutyl-5-fluoro-6-(2H-1,2,3,4-tetrazol-5-yl)-1H-1,3-benzodiazol-2-yl]-5-methoxy-1-methyl-6-oxo-1,6-dihydropyrimidine-4-carboxylic acid